ClC1=C2C(=NC3=CC(=C(C=C13)OC)OCCCN1CCCC1)CCCCC2 1-[3-({11-chloro-2-methoxy-6H,7H,8H,9H,10H-cyclohepta[b]quinolin-3-yl}oxy)propyl]pyrrolidine